BrC1=CC(=C(OC[C@H](CC(C)C)NC(OC(C)(C)C)=O)C=C1)Cl (S)-tert-butyl (1-(4-bromo-2-chlorophenoxy)-4-methylpentan-2-yl)carbamate